N[C@@H]1CN(CC1)CC1=CC=2C(=CN=C(C2C2=CC(=C(C#N)C=C2)F)C2=CC(=C(C=C2)C)C)N1CC1CC1 (S)-4-(2-((3-aminopyrrolidin-1-yl)methyl)-1-(cyclopropylmethyl)-5-(3,4-dimethylphenyl)-1H-pyrrolo[2,3-c]pyridin-4-yl)-2-fluorobenzonitrile